6-(4-(3,4-Difluorophenyl)-2-ethyl-1H-imidazol-5-yl)benzo[d]thiazole FC=1C=C(C=CC1F)C=1N=C(NC1C1=CC2=C(N=CS2)C=C1)CC